monoisooctyl methylphthalate CC1=C(C(C(=O)OCCCCCC(C)C)=CC=C1)C(=O)[O-]